C(C=C)(=O)[O-].[Sn+4].C(C=C)(=O)[O-].C(C=C)(=O)[O-].C(C=C)(=O)[O-] tin acrylate